FC(C1=NN(C(=C1C(=O)N[C@@H](C)C1=CC=C(C(=O)OC)C=C1)OC1=CSC(=C1)C(F)(F)F)C)F methyl (S)-4-(1-(3-(difluoromethyl)-1-methyl-5-((5-(trifluoromethyl)thiophen-3-yl)oxy)-1H-pyrazole-4-carboxamido)ethyl)benzoate